2-(10-phenyl-anthracene-9-yl)-4,6-bis-{4-(pyridin-3-yl)-phenyl}-pyrimidine C1(=CC=CC=C1)C1=C2C=CC=CC2=C(C2=CC=CC=C12)C1=NC(=CC(=N1)C1=CC=C(C=C1)C=1C=NC=CC1)C1=CC=C(C=C1)C=1C=NC=CC1